CC1([C@H]2CN([C@@H]([C@@H]12)C(=O)OC)C(=O)C=1N=CC=2N(C1)C=CC2)C methyl (1R,2S,5S)-6,6-dimethyl-3-(pyrrolo[1,2-a]pyrazine-3-carbonyl)-3-azabicyclo[3.1.0]hexane-2-carboxylate